5-((3-(5-(2,5-Difluoro-4-tolyl)-4,5-dihydro-1H-pyrazole-1-carbonyl)bicyclo[1.1.1]pent-1-yl)methoxy)pyrazine-2-carbonitrile FC1=C(C=C(C(=C1)C1CC=NN1C(=O)C12CC(C1)(C2)COC=2N=CC(=NC2)C#N)F)C